[Si](C)(C)(C(C)(C)C)OCCN1C=CC2=C1N=C(N=C2NC2C(C1CCC2CC1)C(=O)OC)Cl trans-methyl 3-((7-(2-((tert-butyldimethylsilyl) oxy)ethyl)-2-chloro-7H-pyrrolo[2,3-d]pyrimidin-4-yl)amino)bicyclo[2.2.2]octane-2-carboxylate